BrC1=NC=C(C(=C1)C)Br 2,5-dibromo-4-methylpyridine